2,2'-oxybis(N,N-dioctylacetamide) O(CC(=O)N(CCCCCCCC)CCCCCCCC)CC(=O)N(CCCCCCCC)CCCCCCCC